3-formyl-N-{2-hydroxy-5-[(5-methoxypyridin-2-yl)methoxy]phenyl}benzamide C(=O)C=1C=C(C(=O)NC2=C(C=CC(=C2)OCC2=NC=C(C=C2)OC)O)C=CC1